2-chloro-5-(difluoromethoxy)-N-(4-(1-methyl-4-(trifluoromethyl)-1H-imidazol-2-yl)benzyl)pyrimidine ClC1N(C=C(C=N1)OC(F)F)CC1=CC=C(C=C1)C=1N(C=C(N1)C(F)(F)F)C